[dimethyl-(prop-2-ynyl)ammonio]methyl-trifluoro-boranuide C[N+](CC#C)(C)C[B-](F)(F)F